2-(dibenzylamino)spiro[3.5]nonane-7-carboxylic acid C(C1=CC=CC=C1)N(C1CC2(C1)CCC(CC2)C(=O)O)CC2=CC=CC=C2